4-amino-N-(5-((S)-1-aminoethyl)pyridin-3-yl)-1-(4-((R)-1-methoxyethyl)-2,6-dimethylphenyl)-6-oxo-1,6-dihydropyrimidine-5-carboxamide NC=1N=CN(C(C1C(=O)NC=1C=NC=C(C1)[C@H](C)N)=O)C1=C(C=C(C=C1C)[C@@H](C)OC)C